methyl 4-cyclopropyl-3-(quinolin-5-yl)-1,2-thiazole-5-carboxylate C1(CC1)C=1C(=NSC1C(=O)OC)C1=C2C=CC=NC2=CC=C1